Chlorotri-methylsilan Cl[Si](C)(C)C